FC1=C(C=C(C=C1)OC(F)(F)F)NC(OCC=1C=C2C(N(CC2=C(C1)OC)C1C(NC(CC1)=O)=O)=O)=O (2-(2,6-dioxopiperidin-3-yl)-7-methoxy-3-oxoisoindolin-5-yl)methyl (2-fluoro-5-(trifluoromethoxy)phenyl)carbamate